ClC1=C(C=CC=C1F)C(CN(C(CCl)=O)C1CC1)NC(OC(C)(C)C)=O tert-Butyl (1-(2-chloro-3-fluorophenyl)-2-(2-chloro-N-cyclopropylacetamido)ethyl)carbamate